(S)-4-(1-aminoethyl)-2-fluorobenzonitrile N[C@@H](C)C1=CC(=C(C#N)C=C1)F